(RS)-N-benzyl-2-(α,α,α,4-tetrafluoro-m-tolyloxy)butyramide C(C1=CC=CC=C1)NC([C@@H](CC)OC=1C=C(C=CC1F)C(F)(F)F)=O |r|